FC=1C=C(C(=NC1)OC)C1(CC1)N 1-(5-fluoro-2-methoxypyridin-3-yl)cyclopropan-1-amine